selenainine [Se]1CC=CC=C1